COC=1C(=CC2=C(N=C(S2)NC(C(OCC=C(C)C)C2=CC=C(C=C2)S(=O)(=O)CC)=O)C1)OC N-(5,6-dimethoxybenzothiazol-2-yl)-2-[4-(ethylsulfonyl)phenyl]-2-(3-methylbut-2-enyloxy)acetamide